BrC1CC(C1)C(=O)N 3-bromocyclobutane-1-carboxamide